C1(=CC=CC=C1)OP(=O)(OC1=CC=CC=C1)NC(C(=O)[O-])CCC(C)=O 2-((diphenyloxyphosphoryl) amino)-5-oxohexanoate